1-(3-cyclopropyl-cyclobutyl)-3-[[2-(2,2,2-trifluoroethoxy)pyridin-4-yl]methyl]urea C1(CC1)C1CC(C1)NC(=O)NCC1=CC(=NC=C1)OCC(F)(F)F